N-[2-(1H-indol-3-yl)ethyl]-2-[1-[(4-methylphenyl)methyl]-5-oxopyrrolidin-2-yl]acetamid N1C=C(C2=CC=CC=C12)CCNC(CC1N(C(CC1)=O)CC1=CC=C(C=C1)C)=O